6-thiophen-3-yl-1H-indole S1C=C(C=C1)C1=CC=C2C=CNC2=C1